tert-butyl (1-benzylpyrrolidin-3-yl)carbamate C(C1=CC=CC=C1)N1CC(CC1)NC(OC(C)(C)C)=O